[Cl-].C(CC)[N+]1=C(C=CC=C1)CCC 1,2-dipropylpyridinium chloride